C1(CC1)[C@@H](C(CO)(F)F)NC1=C(C(N(C2=NC=C(C=C12)[N+](=O)[O-])C)=O)C(=O)OCC ethyl (S)-4-((1-cyclopropyl-2,2-difluoro-3-hydroxypropyl) amino)-1-methyl-6-nitro-2-oxo-1,2-dihydro-1,8-naphthyridine-3-carboxylate